C(C)(C)OP(C1=CC=CC=C1)C1=CC=CC=C1 iso-propoxydiphenylphosphine